NC1=NC(=C(C=C1C=1N=CC2=C(N1)CCN(C2=O)C(=O)[O-])C2=CC=C(C=C2)N2CCN(CC2)C(C)C)F 2-(2-amino-6-fluoro-5-(4-(4-isopropylpiperazin-1-yl)phenyl)pyridin-3-yl)-5-oxo-7,8-dihydropyrido[4,3-d]pyrimidine-6(5H)-carboxylate